5-(tert-butyl) 4-methyl (3aR,4S,6aR)-3a-allylhexahydro-5H-furo[2,3-c]pyrrole-4,5-dicarboxylate C(C=C)[C@]12[C@H](CN([C@@H]1C(=O)OC)C(=O)OC(C)(C)C)OCC2